FC1=C(C=O)C(=C(C(=C1F)O)F)F 2,3,5,6-tetrafluoro-4-hydroxybenzaldehyde